N(=[N+]=[N-])CCOCCOCCOCCOCCOCCOCCOCCOCCOCCC 1-azido-3,6,9,12,15,18,21,24,27-nonaoxatriacontane